C(CCCCCCCCCCC)SC1C=C(CCC1C)C(C)C dodecyl-(3-isopropyl-6-methylcyclohex-2-en-1-yl)sulfane